ONC(\C=C\C1=CC=2C(=NOC2C2=CC=C(C=C2)C2=C(C=CC=C2)[N+](=O)[O-])C=C1)=O (E)-N-hydroxy-3-(3-(2'-nitro-[1,1'-biphenyl]-4-yl)benzo[c]isoxazol-5-yl)acrylamide